C1(CC1)[C@@H](C1=NNC=C1)NC(OC(C)(C)C)=O tert-butyl (S)-(cyclopropyl(1H-pyrazol-3-yl)methyl)carbamate